S1C=NC=C1C(=O)N1CC2(CN(C2)C=2OC=C(N2)C(F)(F)F)C(C1)C(=O)N 6-(thiazole-5-carbonyl)-2-(4-(trifluoromethyl)oxazol-2-yl)-2,6-diazaspiro[3.4]octane-8-carboxamide